COC1=CC=C(CC2=NN(C(=N2)N2CCOCC2)C)C=C1 (3-(4-methoxybenzyl)-1-methyl-1H-1,2,4-triazol-5-yl)morpholine